Methyl-5-fluoropyridine-2-carboxylic acid CC=1C(=NC=C(C1)F)C(=O)O